isooctyl tartrate C(=O)(OCCCCCC(C)C)C(O)C(O)C(=O)[O-]